N,N-bis(stearoyl-oxy-ethyl)N-(2-hydroxyethyl)N-methyl-ammonium methyl-sulphate COS(=O)(=O)[O-].C(CCCCCCCCCCCCCCCCC)(=O)OCC[N+](C)(CCO)CCOC(CCCCCCCCCCCCCCCCC)=O